butoxyethyloxyethyl benzoate C(C1=CC=CC=C1)(=O)OCCOCCOCCCC